ClC1=C2NC(C=3N(C2=CC=C1CN1CCN(CC1)C=1C(=NC(=CC1)C(NC)=O)Cl)N=CC3C)=O 6-chloro-7-((4-(2-chloro-6-(methylcarbamoyl)pyridin-3-yl)piperazin-1-yl)methyl)-3-methylpyrazolo[1,5-a]quinoxalin-4(5H)-one